FC=1C=C(C=C(C1)F)[C@@H]1CC=NN1C(=O)N1CC(C1)OC1=CC(=NC=C1F)N1N=C(C(=C1C)C(=O)[O-])C (S)-1-(4-((1-(5-(3,5-difluorophenyl)-4,5-dihydro-1H-pyrazole-1-carbonyl)azetidin-3-yl)oxy)-5-fluoropyridin-2-yl)-3,5-dimethyl-1H-pyrazole-4-carboxylate